CC1=C(C=NC=C1)[Mg]Br 4-methyl-3-pyridinylmagnesium bromide